C(C)(C)(C)[S@@](=O)N1[C@H]([C@H]1C1CC1)C(=O)[O-].[Li+] lithium (2R,3R)-1-((R)-tert-butylsulfinyl)-3-cyclopropylaziridine-2-carboxylate